ClC1=CC(=C(C=C1)NC(C1=CC=NC=C1)=O)[C@@H](C1=CC=CC=C1)O (R)-N-(4-chloro-2-(hydroxy(phenyl)methyl)phenyl)isonicotinamide